butyl alcoholate C(CCC)[O-]